5-bromo-4-(4-fluoro-3-nitrophenyl)-2-(methylthio)-1-((2-(trimethylsilyl)ethoxy)methyl)-1H-imidazole BrC1=C(N=C(N1COCC[Si](C)(C)C)SC)C1=CC(=C(C=C1)F)[N+](=O)[O-]